1,3-bis(4-fluorophenyl)propane-1,3-dione boron difluoride [B](F)F.FC1=CC=C(C=C1)C(CC(=O)C1=CC=C(C=C1)F)=O